C(C)(C)(C)OC(=O)C1=CC=NC2=CC=C(C=C12)N1C(C(OCC1)(C)C)=O 6-(2,2-dimethyl-3-oxomorpholino)quinoline-4-carboxylic acid tert-butyl ester